SC1=CC=C(C=C1)C(C)=O 1-(4-mercaptophenyl)ethane-1-one